2-(3-chlorophenyl)-2-methyl-1-phenylpropyl ((2S)-1-((4-(cyclopropylamino)-1-(5,5-dimethyl-2-oxopyrrolidin-3-yl)-3-hydroxy-4-oxobutan-2-yl)amino)-4-methyl-1-oxopentan-2-yl)carbamate C1(CC1)NC(C(C(CC1C(NC(C1)(C)C)=O)NC([C@H](CC(C)C)NC(OC(C(C)(C)C1=CC(=CC=C1)Cl)C1=CC=CC=C1)=O)=O)O)=O